P(=O)(OC[C@H]1O[C@@]([C@@H]([C@@H]1O)O)(C#N)C1=CC=C2C(=NC=NN21)N)(OC[C@@H](COCCCCCCCCCCCCCCCCCCCC)OCC2=CC(=CC(=C2)F)C#N)O ((2R,3S,4R,5R)-5-(4-aminopyrrolo[2,1-f][1,2,4]triazin-7-yl)-5-cyano-3,4-dihydroxytetrahydrofuran-2-yl)methyl ((R)-2-((3-cyano-5-fluorobenzyl)oxy)-3-(icosyloxy)propyl) hydrogen phosphate